3-[[6-[(4-fluoro-2-pyridinyl)amino]-1,3-benzothiazol-2-yl]carbamoyl]bicyclo[2.2.1]hept-5-ene-2-carboxylic acid FC1=CC(=NC=C1)NC1=CC2=C(N=C(S2)NC(=O)C2C(C3C=CC2C3)C(=O)O)C=C1